ClC=1C(N(C(=CC1OC([2H])([2H])C1=NC=C(C=C1F)F)C)C1=C(C(=NC=C1C)C1=CC(=CC=C1)C(C)(C)O)F)=O 3-chloro-4-((3,5-difluoropyridin-2-yl)methoxy-d2)-3'-fluoro-2'-(3-(2-hydroxypropan-2-yl)phenyl)-5',6-dimethyl-2H-[1,4'-bipyridin]-2-one